NC=1C=C(C=CC1N(CCCC)CCCC)/C(=C/C(=O)OC(C)(C)C)/C Tert-butyl (E)-3-(3-amino-4-(di-n-butylamino) phenyl)-2-butenoate